NC1=NC=CC2=CC=C(C=C12)C=1C=C(C=CC1)C(=O)N1CCC(CC1)OC (3-(1-aminoisoquinolin-7-yl)phenyl)(4-methoxypiperidin-1-yl)methanone